OC1=CC=C(C=C1)C(/C=C/C1=CC=C(C=C1)\C=C/1\C(N(C(S1)=O)CC1=CC=C(C(=O)O)C=C1)=O)=O 4-[[(5Z)-5-[[4-[(E)-3-(4-Hydroxyphenyl)-3-oxoprop-1-enyl]phenyl]methylidene]-2,4-dioxo-1,3-thiazolidin-3-yl]methyl]benzoic acid